FC=1C=C(OC2=C(C=C(C=C2)S(=O)(=O)NC)C=2N=C3N(C2)CCC3)C=CC1F 4-(3,4-difluorophenoxy)-3-(6,7-dihydro-5H-pyrrolo[1,2-a]imidazol-2-yl)-N-methylbenzene-1-sulfonamide